1-(4-(3-nitrobenzyl) piperazine-1-carbonyl) naphthalen-2-ylmethanesulfonate C1=C(C=CC2=CC=CC=C12)CS(=O)(=O)OC(=O)N1CCN(CC1)CC1=CC(=CC=C1)[N+](=O)[O-]